FC1=CC=C(C[N+]2=CC=CC=C2)C=C1 1-(4-fluorobenzyl)pyridin-1-ium